C(=CC=CC=CCCCCCCCCCCC)C=1OCCCN1 2-heptadecatrienyl-4,5-dihydro-1,3-oxazine